N1=C(C=CC=C1C(=O)Cl)C(=O)Cl pyridine-2,6-dicarboxylic chloride